FC1(CN(CCC1)CC=CC(=O)N)F 4-(3,3-difluoropiperidin-1-yl)but-2-enamide